FC1=C(C(=O)C(C(=O)Cl)(Br)Cl)C(=CC=C1)F 2,6-difluorobenzoyl-chlorobromoacetyl chloride